zinc formaldehyde sulfite S(=O)([O-])[O-].C=O.[Zn+2]